1-((4-(1-hydroxy-2,2-dimethylpropyl)-1H-benzo[d]imidazol-2-yl)methyl)-3-nitropyridin-2(1H)-one OC(C(C)(C)C)C1=CC=CC=2NC(=NC21)CN2C(C(=CC=C2)[N+](=O)[O-])=O